C(#N)[C@H](CC1=CC=C(C=C1)C1=CC=C(C=C1)F)N1CCOCCC1 (2S)-N-[(1S)-1-Cyano-2-(4'-fluorobiphenyl-4-yl)ethyl]-1,4-oxazepane